6,7-dimethyl-2-((2s,4r)-2-(2-methyl-4-pyridinyl)tetrahydro-2H-pyran-4-yl)-4-(trans-3-(trifluoromethyl)cyclobutyl)pteridine CC=1N=C2C(=NC(=NC2=NC1C)[C@H]1C[C@H](OCC1)C1=CC(=NC=C1)C)[C@@H]1C[C@H](C1)C(F)(F)F